N1(CCCCCC1)C=1N=C(C2=C(C=NNC2=O)N1)NC1=CC=C(C=C1)N1CCN(CC1)C(CO)(C)C 2-(azepan-1-yl)-4-((4-(4-(1-hydroxy-2-methylpropan-2-yl)piperazin-1-yl)phenyl)amino)pyrimido[4,5-d]pyridazin-5(6H)-one